ClC1=CC2=C(C=N1)C(=NN2C2OCCCC2)N2C1COC(C2)C1 5-(6-Chloro-1-(tetrahydro-2H-pyran-2-yl)-1H-pyrazolo[4,3-c]pyridin-3-yl)-2-oxa-5-azabicyclo[2.2.1]heptane